C1(CC1)CC#CC=1C=C(OC2=NNC(=C2C(=O)OCC)C)C=CC1 ethyl 3-(3-(3-cyclopropylprop-1-ynyl) phenoxy)-5-methyl-1H-pyrazole-4-carboxylate